COC1=CC=C(CS(=O)CC(=O)C2=NC=C(C=C2)C2=NOC(=N2)C(F)(F)F)C=C1 (4-Methoxybenzylsulfinyl)-1-(5-(5-(trifluoromethyl)-1,2,4-oxadiazol-3-yl)pyridin-2-yl)ethan-1-on